trans-cis-4-(2-Amino-2-methylpropanoyl)-N-(1-(4-(((4-aminocyclohexyl)(2-fluoroethyl)amino)methyl)cyclohexyl)-2-oxo-1,2-dihydropyrimidin-4-yl)piperazine-1-carboxamide hydrochloride salt Cl.NC(C(=O)N1CCN(CC1)C(=O)NC1=NC(N(C=C1)[C@@H]1CC[C@H](CC1)CN(CCF)[C@@H]1CC[C@@H](CC1)N)=O)(C)C